1-palmitoyl-2-oleoyl-sn-glycero-3-phosphorylcholine C(CCCCCCCCCCCCCCC)(=O)OC[C@@H](OC(CCCCCCC\C=C/CCCCCCCC)=O)COP(=O)(O)OCC[N+](C)(C)C